7-(4-chloro-2-methylthiazol-5-yl)quinolin ClC=1N=C(SC1C1=CC=C2C=CC=NC2=C1)C